sodium tetrakis(4-fluorophenyl)borate FC1=CC=C(C=C1)[B-](C1=CC=C(C=C1)F)(C1=CC=C(C=C1)F)C1=CC=C(C=C1)F.[Na+]